1-Hexen-3-ylacetate CCCC(C=C)OC(=O)C